C(C)(C)(C)OC(=O)N[C@@H]1CN(C[C@H]1OCCOC)C(=O)OCC1=CC=CC=C1 trans-Benzyl 3-[[(tert-butoxy)carbonyl]amino]-4-(2-methoxyethoxy)pyrrolidine-1-carboxylate